[N+](=O)([O-])C1=CC2=CN(N=C2C=C1C(=O)OC)C12CCC(CC1)(CC2)N2CCNCC2 methyl 5-nitro-2-(4-(piperazin-1-yl)bicyclo[2.2.2]octan-1-yl)-2H-indazole-6-carboxylate